1-(3-chloropyrazin-2-yl)ethan-1-one ClC=1C(=NC=CN1)C(C)=O